O=C1NC(CCC1C1=NN(C2=CC(=CC=C12)C1CN(C1)CC(=O)O)C)=O 2-[3-[3-(2,6-dioxo-3-piperidyl)-1-methyl-indazol-6-yl]azetidin-1-yl]acetic acid